C[C@H]1CN(S(N(C1)C1=C(C=C(C=C1Cl)Cl)Cl)(=O)=O)CC(=O)NC1C2CC3(CC(CC1C3)C2)C(=O)N 4-(2-((S)-4-methyl-1,1-dioxido-6-(2,4,6-trichlorophenyl)-1,2,6-thiadiazinane-2-yl)acetamido)adamantane-1-carboxamide